FC1=C2C=CC=NC2=CC(=C1NC)F 5,7-Difluoroquinolin-6-yl-methylamine